C(C)(C)(C)OC([C@@H](CC1=CC(=CC=C1)S(=O)(=O)Cl)[C@@H]1CN(CC1)C(=O)OC(C)(C)C)=O tert-Butyl (3R)-3-[(1S)-2-tert-butoxy-1-[(3-chlorosulfonylphenyl)methyl]-2-oxo-ethyl]pyrrolidine-1-carboxylate